benzyl 4-(1-((1-(tert-butoxycarbonyl) piperidin-4-yl)methyl)piperidin-4-yl)piperazine-1-carboxylate C(C)(C)(C)OC(=O)N1CCC(CC1)CN1CCC(CC1)N1CCN(CC1)C(=O)OCC1=CC=CC=C1